COC(C1=C(N=C(C=C1)C1=CC=C(C=C1)C(F)(F)F)C)=O 6-(4-trifluoromethyl-phenyl)-2-methyl-nicotinic acid methyl ester